3-[1-oxo-4-(4-piperidyloxy)isoindolin-2-yl]piperidine-2,6-dione O=C1N(CC2=C(C=CC=C12)OC1CCNCC1)C1C(NC(CC1)=O)=O